O-benzyl-L-serinate C(C1=CC=CC=C1)OC[C@H](N)C(=O)[O-]